2-(4,6-Dichloronicotinamido)benzoic acid ClC1=CC(=NC=C1C(=O)NC1=C(C(=O)O)C=CC=C1)Cl